6-(3'-((3-fluoro-4-formylpyridin-2-yl)amino)-2,2'-dimethyl-[1,1'-biphenyl]-3-yl)-2-methoxynicotinaldehyde FC=1C(=NC=CC1C=O)NC=1C(=C(C=CC1)C1=C(C(=CC=C1)C1=NC(=C(C=O)C=C1)OC)C)C